C(#N)N1CCC(CC1)N1N=NC(=C1C)C1=CC=2N(C(=C1)OC(COC)C1=NC=CC=C1)C(=CN2)C#N 7-[1-(1-Cyano-4-piperidyl)-5-methyl-triazol-4-yl]-5-[2-methoxy-1-(2-pyridyl)ethoxy]imidazo[1,2-a]pyridine-3-carbonitrile